BrC=1N=C(N2C1C(=NC(=C2)C)Cl)C2CC(C2)=O 3-(1-bromo-8-chloro-6-methylimidazo[1,5-a]pyrazin-3-yl)cyclobutanone